COC=1C=C2C(N3C(C4=CC=CC=C4C(=C3C2=CC1)C1=CC=C(C=C1)OC)=O)CC(C)=O 9-methoxy-12-(4-methoxyphenyl)-7-(2-oxopropyl)isoindolo[2,1-b]isoquinolin-5(7H)-one